2-(3,4-dimethoxyphenoxy)-1-phenylethanol COC=1C=C(OCC(O)C2=CC=CC=C2)C=CC1OC